4-chloro-7H-pyrrolo[2,3-d]Pyrimidine-5-carboxylic acid methyl ester COC(=O)C1=CNC=2N=CN=C(C21)Cl